2,2-diethyl-4,4-difluoropyrrolidin-3-ol C(C)C1(NCC(C1O)(F)F)CC